(4-(5-(2,5-difluorobenzyl)-1H-pyrazolo[3,4-b]pyridin-3-yl)phenyl)(4-hydroxypiperidin-1-yl)methanone methyl-(E)-3-(2-chloro-6-((trimethylsilyl)ethynyl)phenyl)acrylate COC(\C=C\C1=C(C=CC=C1C#C[Si](C)(C)C)Cl)=O.FC1=C(CC=2C=C3C(=NC2)NN=C3C3=CC=C(C=C3)C(=O)N3CCC(CC3)O)C=C(C=C1)F